ClC(CN(C(O)=O)C1=C(C=C(C(=C1)C1=CC(=NC=C1)Cl)C)F)(Cl)Cl.C(=O)(O)C1=CC=C(OC=2C3=CC=CC=C3C(=C3C=CC=CC23)C2=CC=C(C=C2)C(=O)O)C=C1 9-(4-carboxyphenoxy)-10-(4-carboxyphenyl)anthracene 2,2,2-trichloroethyl-(5-(2-chloropyridin-4-yl)-2-fluoro-4-methylphenyl)carbamate